ClC=1C=C2C(=CNC2=CC1)NC(=O)NC1CCN(CC1)C1=NC=C(C=C1)C(F)(F)F 1-(5-chloro-1H-indol-3-yl)-3-(1-(5-(trifluoromethyl)pyridin-2-yl)piperidin-4-yl)urea